phenyl(phenylpyridinyl)triazinyl(phenylbenzselenophenyl)benzene C1(=CC=CC=C1)C1=C(C(=C(C=C1)C=1[Se]C2=C(C1C1=CC=CC=C1)C=CC=C2)C2=NN=NC=C2)C2=NC=CC=C2C2=CC=CC=C2